6-(4-fluoro-3-isopropyl-5-(6-methyl-2,6-diazaspiro[3.3]hept-2-yl)-1H-pyrrolo[2,3-c]pyridin-2-yl)-7,8-dimethyl-[1,2,4]triazolo[1,5-a]pyridine FC1=C2C(=CN=C1N1CC3(C1)CN(C3)C)NC(=C2C(C)C)C=2C(=C(C=3N(C2)N=CN3)C)C